C(C1=CC=CC=C1)OC1=NC(=CC=C1C1=NN(C2=C(C(=C(C=C12)F)C=1CCN(CC1)C[C@H]1[C@H](CN(CC1)C(=O)OC(C)(C)C)F)F)C)OCC1=CC=CC=C1 tert-butyl (3R,4S)-4-[[4-[3-(2,6-dibenzyloxy-3-pyridyl)-5,7-difluoro-1-methyl-indazol-6-yl]-3,6-dihydro-2H-pyridin-1-yl]methyl]-3-fluoro-piperidine-1-carboxylate